N-(4-(4-(4-methylpiperazin-1-yl)piperidin-1-yl)phenyl)-4-(3-phenylisoxazolidine-2-yl)-5-(trifluoromethyl)pyrimidin-2-amine CN1CCN(CC1)C1CCN(CC1)C1=CC=C(C=C1)NC1=NC=C(C(=N1)N1OCCC1C1=CC=CC=C1)C(F)(F)F